copper (II) hexafluoro-butanesulfonate hydrate O.FC(C(C(S(=O)(=O)[O-])(F)F)(F)F)(C)F.[Cu+2].FC(C(C(S(=O)(=O)[O-])(F)F)(F)F)(C)F